(S)-3-(cyclopropyl(4-methoxypyridin-2-yl)methyl)-8-(1-ethyl-3-(trifluoromethyl)-1H-pyrazol-4-yl)-6-vinylquinazolin-4(3H)-one C1(CC1)[C@H](N1C=NC2=C(C=C(C=C2C1=O)C=C)C=1C(=NN(C1)CC)C(F)(F)F)C1=NC=CC(=C1)OC